4-(cyclobutylamino)-N-(2,6-dimethylphenyl)-2-((4-(piperazin-1-yl)phenyl)amino)pyrimidine-5-carboxamide C1(CCC1)NC1=NC(=NC=C1C(=O)NC1=C(C=CC=C1C)C)NC1=CC=C(C=C1)N1CCNCC1